tri-(2-furyl)phosphine O1C(=CC=C1)P(C=1OC=CC1)C=1OC=CC1